2-benzoyloxy-5-oxo-2,5-dihydrofuran C(C1=CC=CC=C1)(=O)OC1OC(C=C1)=O